N-[[4-(2,2-dicyano-1-hydroxy-vinyl)phenyl]methyl]-5-fluoro-2-methoxy-benzamide C(#N)C(=C(O)C1=CC=C(C=C1)CNC(C1=C(C=CC(=C1)F)OC)=O)C#N